2-((3-bromo-1-methyl-1H-pyrazol-4-yl)methyl)-N-methylimidazo[1,2-a]pyridine-6-carboxamide BrC1=NN(C=C1CC=1N=C2N(C=C(C=C2)C(=O)NC)C1)C